3-[4-[4-(dimethoxymethyl)-1-piperidyl]-1-oxo-isoindolin-2-yl]piperidine-2,6-dione COC(C1CCN(CC1)C1=C2CN(C(C2=CC=C1)=O)C1C(NC(CC1)=O)=O)OC